ClC=1C=C(C=NC1)C1=NN2C(N=CC=C2)=C1C(=O)N[C@@H]1C(NC2=C(C(=N1)C1=CC=CC=C1)C=CC=C2F)=O 2-(5-Chloropyridin-3-yl)-N-[(3S)-9-fluoro-2-oxo-5-phenyl-1,3-dihydro-1,4-benzodiazepin-3-yl]pyrazolo[1,5-a]pyrimidine-3-carboxamide